N1=CC=C(C=C1)N1CC2(CCN(C2)C(=O)OC(C)(C)C)CC1 Tert-Butyl 7-(pyridin-4-yl)-2,7-diazaspiro[4.4]nonane-2-carboxylate